C(CCCCCCCCC)(=O)OCCCCCC HEXYL DECANOATE